ethyl 3-(3-nitrophenyl)-3-oxopropionate [N+](=O)([O-])C=1C=C(C=CC1)C(CC(=O)OCC)=O